5,7-dihydrodibenzo[c,e]oxazepin-3,9-diamine C1=CC(=CC=2NOCC3=C(C21)C=CC(=C3)N)N